C(C(C)C1=C(C=CC=C1)NC(=O)N)C1=C(C=CC=C1)NC(=O)N propylenediphenylenediurea